C(C)(=O)C=1C=C(C=C2C(C(=C(OC12)N1CCC(CC1)(C)C)C)=O)C 8-acetyl-2-(4,4-dimethyl-1-piperidyl)-3,6-dimethyl-chromen-4-one